4-(2-methoxypyridin-4-yl)-9-methyl-3,4,7,15-tetraazatricyclo[12.3.1.02,6]Octadeca-1(18),2,5,14,16-pentaen-8-one COC1=NC=CC(=C1)N1N=C2C=3C=CN=C(CCCCC(C(NC2=C1)=O)C)C3